di(3-bromo-2,2-dimethylpropyl) phosphate P(=O)(OCC(CBr)(C)C)(OCC(CBr)(C)C)[O-]